5-bromo-N-(1-(4-chlorophenyl)-2,2,2-trifluoroethyl)pyridine-3-sulfonamide BrC=1C=C(C=NC1)S(=O)(=O)NC(C(F)(F)F)C1=CC=C(C=C1)Cl